CC1(C2(N(C3=CC=CC=C13)CCC(=O)[O-])OC1=CC=C(C=C1C=C2)[N+](=O)[O-])C 3-(3',3'-dimethyl-6-nitrospiro[chromene-2,2'-indolin]-1'-yl)propanoate